CN(C=CC=O)C 3-(dimethylamino)-2-propen-1-one